C(#N)[C@H]1[C@@H](CCCC1)N1N=C(C(=C1)C(=O)N)NC1=CC2=C(COB2O)C=C1 1-(trans-2-cyanocyclohexyl)-3-[(1-hydroxy-3H-2,1-benzoxaborol-6-yl)amino]pyrazole-4-carboxamide